2-(3-isopropyl-4-nitro-1H-pyrazol-1-yl)-2-methylpropanoic acid C(C)(C)C1=NN(C=C1[N+](=O)[O-])C(C(=O)O)(C)C